O=C1NC(CCC1C1=CC=C(CNCC2=CC=C(C(=O)NC3=CC(=C(C=C3)C)NC3=NC=CC(=N3)C=3C=NC=CC3)C=C2)C=C1)=O 4-(((4-(2,6-dioxopiperidin-3-yl)benzyl)amino)methyl)-N-(4-methyl-3-((4-(pyridin-3-yl)pyrimidin-2-yl)amino)phenyl)benzamide